tert-Butyl 5-methoxy-4-(((2R)-2-(4-(methoxycarbonyl)phenyl)-4,5-dimethylpiperazin-1-yl)methyl)-7-methyl-1H-indole-1-carboxylate COC=1C(=C2C=CN(C2=C(C1)C)C(=O)OC(C)(C)C)CN1[C@@H](CN(C(C1)C)C)C1=CC=C(C=C1)C(=O)OC